2-(azepan-1-yl)-4-((4-(hydroxymethyl)phenyl)amino)pyrimido[4,5-d]pyridazin-5(6H)-one N1(CCCCCC1)C=1N=C(C2=C(C=NNC2=O)N1)NC1=CC=C(C=C1)CO